8-[[(1R)-1-[3,6-dimethyl-4-oxo-2-(3-pyridyl)chromen-8-yl]ethyl]amino]-2-[(4-methoxyphenyl)methyl]-3,4-dihydroisoquinolin-1-one CC1=C(OC2=C(C=C(C=C2C1=O)C)[C@@H](C)NC=1C=CC=C2CCN(C(C12)=O)CC1=CC=C(C=C1)OC)C=1C=NC=CC1